C(#N)C=1C=CC(=C(C1)C1=CC(=CN1)S(=O)(=O)NC1=C(C=C(C(=C1)F)C(F)(F)F)F)F 5-(5-cyano-2-fluorophenyl)-N-[2,5-difluoro-4-(trifluoromethyl)phenyl]-1H-pyrrole-3-sulfonamide